2-fluoro-1-(3-(3-(2-fluoro-4-(trifluoromethyl)phenyl)-1H-pyrazolo[4,3-b]pyridin-1-yl)-azetidin-1-yl)prop-2-en-1-one FC(C(=O)N1CC(C1)N1N=C(C2=NC=CC=C21)C2=C(C=C(C=C2)C(F)(F)F)F)=C